(4-bromo-2,5-difluoro-phenyl)-7-chloro-quinoline-4-sulfonamide BrC1=CC(=C(C=C1F)C1=NC2=CC(=CC=C2C(=C1)S(=O)(=O)N)Cl)F